L-alanyl-beta-alanine N[C@@H](C)C(=O)NCCC(=O)O